N-cyclopentyl-5-(2-((5-morpholinopyridin-2-yl)amino)pyrimidin-4-yl)-4-(trifluoromethyl)thiazol-2-amine C1(CCCC1)NC=1SC(=C(N1)C(F)(F)F)C1=NC(=NC=C1)NC1=NC=C(C=C1)N1CCOCC1